O=C1NC(CCC1N1C(C2=CC=CC(=C2C1)CCC(=O)O)=O)=O 3-[2-(2,6-dioxo-hexahydropyridin-3-yl)-1-oxo-2,3-dihydro-1H-isoindol-4-yl]propionic acid